[5-(2,3-dichloro-phenyl)-3-isobutyl-2,4-dioxo-3,4-dihydro-2H-pyrimidin-1-yl]-methyl acetate C(C)(=O)OCN1C(N(C(C(=C1)C1=C(C(=CC=C1)Cl)Cl)=O)CC(C)C)=O